(3S)-3-(1'-((1H-indazol-5-yl)methyl)-3',3'-difluoro-6-oxo-6,8-dihydro-2H,7H-spiro[furo[2,3-e]isoindole-3,4'-piperidin]-7-yl)piperidine-2,6-dione N1N=CC2=CC(=CC=C12)CN1CC(C2(CC1)COC1=C3CN(C(C3=CC=C12)=O)[C@@H]1C(NC(CC1)=O)=O)(F)F